[Si](C)(C)(C(C)(C)C)O[C@H]1CC[C@H](CC1)OC=1C(=CC=C2C=NC(=NC12)Cl)Cl 8-((cis-4-((tert-butyldimethylsilyl)oxy)cyclohexyl)oxy)-2,7-dichloroquinazoline